CCC(C)C(=O)C1=C(C(=C(C(C1=O)(CC=C(C)C)CC=C(C)C)O)CC=C(C)C)O The molecule is a beta-bitter acid in which the acyl group is specified as 2-methylbutanoyl. It is a conjugate acid of an adlupulone(1-).